OC(C(=O)NC1COC1)C 2-hydroxy-N-(oxetan-3-yl)propionamide